C(C)C1=CC(=NC=C1)CCCCCC 4-Ethyl-2-hexylpyridin